O1CCO1 Oxyethylene oxide